C1(CCCC1)C1=CC=C(C=C1)C1(CC1)C1=NOC(=N1)CC(C(=O)O)=C 2-((3-(1-(4-cyclopentylphenyl)cyclopropyl)-1,2,4-oxadiazol-5-yl)methyl)acrylic acid